NCC1=C(C=C(C=C1)C1=C(C=NC=C1)N1CCN(CC1)C(\C=C\CN(C)C)=O)C (E)-1-(4-(4-(4-(aminomethyl)-3-methylphenyl)pyridin-3-yl)piperazin-1-yl)-4-(dimethylamino)but-2-en-1-one